tert-Butyl 3-(5-(3-((3-(benzyloxy)phenyl)(cyclopropylmethylamino)methyl) phenylcarbamoyl)-3-(trifluoromethyl)-1H-pyrazol-1-yl)benzylcarbamate C(C1=CC=CC=C1)OC=1C=C(C=CC1)C(C=1C=C(C=CC1)NC(=O)C1=CC(=NN1C=1C=C(CNC(OC(C)(C)C)=O)C=CC1)C(F)(F)F)NCC1CC1